FC1(CCC(CC1)[C@@H](C(=O)NC1=CC=C(C=C1)C1=C(C=NC=C1C)C)NC(=O)C1=CC=NN1C)F (S)-N-(1-(4,4-Difluorocyclohexyl)-2-((4-(3,5-dimethylpyridin-4-yl)phenyl)amino)-2-oxoethyl)-1-methyl-1H-pyrazole-5-carboxamide